rac-{6-[(1R,2S,3S,5S)-3-amino-2-fluoro-8-azabicyclo[3.2.1]octan-8-yl]-3-(4-chloro-2-methyl-2H-indazol-5-yl)-1H-pyrazolo[3,4-b]pyrazin-5-yl}methanol N[C@@H]1[C@@H]([C@H]2CC[C@@H](C1)N2C2=C(N=C1C(=N2)NN=C1C1=C(C2=CN(N=C2C=C1)C)Cl)CO)F |r|